3-methyl-butyric acid ethyl ester dihydrochloride Cl.Cl.C(C)OC(CC(C)C)=O